C(C)[C@]1(C(OCC=2C(N3CC=4C(=NC=5C=C(C(=C(C5C4CNC(OC(C)(C)C)=O)C=C(C)C)C)F)C3=CC21)=O)=O)O tert-butyl (S)-((4-ethyl-8-fluoro-4-hydroxy-9-methyl-10-(2-methylprop-1-en-1-yl)-3,14-dioxo-3,4,12,14-tetrahydro-1H-pyrano[3',4':6,7]indolizino[1,2-b]quinolin-11-yl)methyl)carbamate